N-(3'-chloro-[1,1'-biphenyl]-4-yl)-2-(2-(cyclopropanesulfonamido)thiazol-4-yl)-2-methylpropanamide ClC=1C=C(C=CC1)C1=CC=C(C=C1)NC(C(C)(C)C=1N=C(SC1)NS(=O)(=O)C1CC1)=O